((2,6-dimethyl-pyrimidin-4-yl)amino)-N-ethoxy-4-((2-methoxy-3-(1-methyl-1H-pyrazol-4-yl)phenyl)amino)nicotinamide CC1=NC(=CC(=N1)NC1=C(C(=O)NOCC)C(=CC=N1)NC1=C(C(=CC=C1)C=1C=NN(C1)C)OC)C